cyanophenoxy(phenoxy)cyclotriphosphazene C(#N)C1=C(OP2(=NP=NP=N2)OC2=CC=CC=C2)C=CC=C1